C(C)(=O)N1CCC(CC1)NCC1=C(C(=NC=C1)NC=1C(=C(C=CC1)C1=C(C(=NC=C1)C1=CC(=C(CNC[C@H]2CCC(N2)=O)C(=C1)OC)F)Cl)C)F (R)-5-(((4-(4-(3-((4-(((1-acetylpiperidin-4-yl)amino)methyl)-3-fluoropyridin-2-yl)amino)-2-methylphenyl)-3-chloropyridin-2-yl)-2-fluoro-6-methoxybenzyl)amino)methyl)pyrrolidin-2-one